FC1=C(C=CC(=C1)F)C(C(F)F)NCC(=O)N1CC2CCC(C1)N2C2=NC=C(C#N)C=C2 Racemic-6-(3-((1-(2,4-difluorophenyl)-2,2-difluoroethyl)glycyl)-3,8-diazabicyclo[3.2.1]octan-8-yl)nicotinonitrile